O=C1NC(CCC1NC1=CC=C(C=C1)C1CC2CCC(C1)N2CC(=O)OC(C)(C)C)=O tert-butyl 2-[3-[4-[(2,6-dioxo-3-piperidyl)amino]phenyl]-8-azabicyclo[3.2.1]octan-8-yl]acetate